OC1=C(C=C(C=C1)O)P1(OC2=CC=CC=C2C=2C=CC=CC12)=O 10-(2',5'-dihydroxyphenyl)-9,10-dihydro-9-oxa-10-phosphaphenanthrene 10-oxide